CN(CCOCCC(=O)OCCN(C)C)C 2-(dimethylamino)ethyl 3-(2-(dimethylamino)ethoxy)propanoate